C(C)(=O)NC1=C(C(=O)NC=2N=NC(=CC2)OC)C=CC=C1 2-Acetamido-N-(6-methoxypyridazin-3-yl)benzamide